C(C)N1N=NC2=C1C=CC(=C2C)CC(C(=O)[O-])(C)C 3-(1-ethyl-4-methyl-1H-benzo[d][1,2,3]triazol-5-yl)-2,2-dimethylpropanoate